tert-butyl 4-[2-[4-(4-fluorophenyl)imidazol-1-yl]propanoyl]piperazine-1-carboxylate FC1=CC=C(C=C1)C=1N=CN(C1)C(C(=O)N1CCN(CC1)C(=O)OC(C)(C)C)C